C1(CCC1)=CC#N 2-cyclobutylideneacetonitrile